O=C1NC(CCC1C1=C(CN2CCN(CC2)C2=CC=C3CN(C(C3=C2)=O)C(C(=O)NC=2SC=CN2)C2=C(C=CC(=C2)F)O)C=CC=C1)=O 2-(6-(4-(2-(2,6-dioxopiperidin-3-yl)benzyl)piperazin-1-yl)-1-oxoisoindolin-2-yl)-2-(5-fluoro-2-hydroxyphenyl)-N-(thiazol-2-yl)acetamide